ClC=1C=C(C=C(C1)[C@H]1NCCOC1)C1OCC(NC1)=S 6-(3-chloro-5-((R)-morpholin-3-yl)phenyl)morpholine-3-thione